C1(=CC=CC=C1)N1CCN2N=C(N=C21)C(=O)O 4-phenyl-5,6-dihydroimidazo[1,2-b][1,2,4]Triazole-2-carboxylic acid